FC(C1=CC=C(C=C1)C1=NN=C(C2=CC=CC=C12)N[C@@H]1CN(CCC1)C(C=C)=O)(F)F (S)-1-(3-((4-(4-(trifluoromethyl)phenyl)phthalazin-1-yl)amino)piperidin-1-yl)prop-2-en-1-one